C1(C=CCCC1)OC(=O)CCSCCC[Si](OC)(OC)OC 3-(2-((2-cyclohexenyl)oxycarbonyl)ethylthio)propyltrimethoxysilane